3-(diethylamino)-N-((4-fluoro-2-isopropyl-6-(pyridin-3-yl)phenyl)carbamoyl)propane-1-sulfonamide C(C)N(CCCS(=O)(=O)NC(NC1=C(C=C(C=C1C=1C=NC=CC1)F)C(C)C)=O)CC